N-(tert-butoxy)azetidine-3-imine trifluoroacetate FC(C(=O)O)(F)F.C(C)(C)(C)ON=C1CNC1